FC1=C(C=C(C=C1)B(O)O)[Si](C)(C)C 4-FLUORO-3-(TRIMETHYLSILYL)PHENYLBORONIC ACID